FC=1C(NC(N(C1)[C@@H]1O[C@@]([C@H]([C@@H]1F)O)(CO)C(C)O)=O)=O 5-fluoro-1-[(2R,3S,4R,5S)-3-fluoro-4-hydroxy-5-(1-hydroxyethyl)-5-(hydroxymethyl)oxolan-2-yl]-3H-pyrimidine-2,4-dione